copper (II) dibutyl dithiocarbonate C(SCCCC)(OCCCC)=S.[Cu+2]